C(CCCCCCC)(=O)O octoyl alcohol